2-[9H-fluoren-9-ylmethoxycarbonyl(methyl)amino]-4-oxobutanoic acid C1=CC=CC=2C3=CC=CC=C3C(C12)COC(=O)N(C(C(=O)O)CC=O)C